C1(CCCCC1)N(CC[C@H](C1=NC=CC(=C1)NS(=O)(=O)C1CC1)NC(=O)C=1SC(=CN1)C1=NC(=CN=C1)OCC)C (R)-N-(3-(cyclohexyl(methyl)amino)-1-(4-(cyclopropanesulfonamido)pyridin-2-yl)propyl)-5-(6-ethoxypyrazin-2-yl)thiazole-2-carboxamide